[C@@H]1([C@H](O)[C@H](O)[C@@H](CO)S1)N1C(=O)NC(=O)C=C1 4'-thio-uridine